diphenyl (2-acryloyloxyethyl) phosphate P(=O)(OC1=CC=CC=C1)(OC1=CC=CC=C1)OCCOC(C=C)=O